3-(3-chloro-4-fluorophenyl)-5-(2-oxo-2-(pyrrolidin-1-yl)ethyl)thieno[3,2-c]pyridin-4(5H)-one ClC=1C=C(C=CC1F)C1=CSC2=C1C(N(C=C2)CC(N2CCCC2)=O)=O